The molecule is an organic heterotetracyclic compound that acts as a partial agonist for nicotinic cholinergic receptors and is used (in the form of its tartate salt) as an aid to giving up smoking. It has a role as a nicotinic acetylcholine receptor agonist and a serotonergic agonist. It is a secondary amino compound, an organic heterotetracyclic compound and a bridged compound. It is a conjugate base of a varenicline(1+). C1[C@@H]2CNC[C@H]1C3=CC4=NC=CN=C4C=C23